(R or S)-1-(1-(6-(4-(2-hydroxypropan-2-yl)-2-azabicyclo[2.1.1]hexan-2-yl)-2-(methylthio)pyrimidin-4-yl)-1H-indazol-6-yl)spiro[2.2]pentane-1-carbonitrile OC(C)(C)C12CN(C(C1)C2)C2=CC(=NC(=N2)SC)N2N=CC1=CC=C(C=C21)[C@]2(CC21CC1)C#N |o1:27|